trans-oleoyl-sn-glycerol C(CCCCCCC\C=C\CCCCCCCC)(=O)C(O)[C@@H](O)CO